2-(1-(4-Amino-3-(1-benzyl-1H-pyrazol-4-yl)-1H-pyrazolo[3,4-d]pyrimidin-1-yl)ethyl)-3-(3-Fluorophenyl)-4H-chromen-4-one NC1=C2C(=NC=N1)N(N=C2C=2C=NN(C2)CC2=CC=CC=C2)C(C)C=2OC1=CC=CC=C1C(C2C2=CC(=CC=C2)F)=O